8-((4-fluoropiperidin-1-yl)methyl)-3,9-dihydroxybenzo[5,6]oxazepin FC1CCN(CC1)CC1=C(C2=C(C=CC(=NO2)O)C=C1)O